N=1C(=CN2C1C=NC=C2)CCO imidazo[1,2-a]pyrazineEthanol